tert-butyl (2S)-4-(7-(2-((tert-butoxy carbonyl)amino)benzo[d]thiazol-4-yl)-2-chloro-7,8-dihydro-5H-pyrano[4,3-d]pyrimidin-4-yl)-2-(cyanomethyl)piperazine-1-carboxylate C(C)(C)(C)OC(=O)NC=1SC2=C(N1)C(=CC=C2)C2CC=1N=C(N=C(C1CO2)N2C[C@@H](N(CC2)C(=O)OC(C)(C)C)CC#N)Cl